N1C(=NC2=NC=CC=C21)CN(CCCCN)C2CCCC=1C=CC=NC21 N1-(1H-imidazo[4,5-b]pyridin-2-ylmethyl)-N1-(5,6,7,8-tetrahydro-quinolin-8-yl)-butane-1,4-diamine